FC(S(=O)(=O)[O-])(F)F.C1(=CC=CC=C1)[S+](C1=CC=C(C=C1)C(C)(C)C)C1=CC=CC=C1 diphenyl-(4-tert-butylphenyl)sulfonium trifluoromethanesulfonate